1,4-bis(dicyclopentylphosphino)butane C1(CCCC1)P(CCCCP(C1CCCC1)C1CCCC1)C1CCCC1